FC1=C(C=CC(=C1)S(=O)(=O)C(C)(C)C1=C(C(=CC(=C1F)F)F)F)SC1=NC(=C(C(=N1)N1CC(CC1)O)OC)NC1=NNC(=C1)C 1-(2-((2-fluoro-4-((2-(2,3,5,6-tetrafluorophenyl)propan-2-yl)sulfonyl)phenyl)thio)-5-methoxy-6-((5-methyl-1H-pyrazol-3-yl)amino)pyrimidin-4-yl)pyrrolidin-3-ol